OC1=CC=C2C(=CC(OC2=C1)=O)C(F)(F)F 7-hydroxy-4-(trifluoromethyl)-coumarin